1-(2-pyridyl)-4-[12-[4-(2-pyridyl)piperazin-1-yl]dodecyl]piperazine N1=C(C=CC=C1)N1CCN(CC1)CCCCCCCCCCCCN1CCN(CC1)C1=NC=CC=C1